(S)-5'-(3-aminopyrrolidine-1-carbonyl)-2'-(6,7-difluoro-1-methyl-1H-benzo[d][1,2,3]triazol-5-yl)-3-fluoro-[1,1'-biphenyl]-4-carbonitrile N[C@@H]1CN(CC1)C(=O)C=1C=CC(=C(C1)C1=CC(=C(C=C1)C#N)F)C1=CC2=C(N(N=N2)C)C(=C1F)F